1-(thiazol-4-ylmethyl)piperidin S1C=NC(=C1)CN1CCCCC1